sodium metabisulfite (metabisulfite) S(=O)(=O)([O-])S(=O)O.S(=O)(=O)(O)S(=O)O.[Na+]